(Z)-2-((1H-Pyrrolo[2,3-b]pyridine-3-carbonyl)imino)-3-phenylthiazolidine N1C=C(C=2C1=NC=CC2)C(=O)\N=C\2/SCCN2C2=CC=CC=C2